Cl.N[C@@H]1CN(CCC1)C1=NC2=C(N1CC1=CC=C(C#N)C=C1)C=C(C=C2)OC (S)-4-((2-(3-aminopiperidin-1-yl)-6-methoxy-1H-benzo[d]imidazol-1-yl)methyl)benzonitrile hydrochloride